(E)-(2-cyclopropyl-4-phenoxypyrimidin-5-yl)(3-(2-(methylsulfonyl)vinyl)azetidin-1-yl)methanone 4-((2S)-4-(thiophen-3-yl)piperidin-2-yl)benzoate S1C=C(C=C1)C1C[C@H](NCC1)C1=CC=C(C(=O)O)C=C1.C1(CC1)C1=NC=C(C(=N1)OC1=CC=CC=C1)C(=O)N1CC(C1)\C=C\S(=O)(=O)C